FC=1C=C(CCN(C(OC(C)(C)C)=O)CCCF)C=CC1CN1C(=CC=2C=3C(=NN(C3C=CC21)S(=O)(=O)C2=CC=CC=C2)F)C2=C(C=CC=C2)C tert-butyl (3-fluoro-4-((1-fluoro-3-(phenylsulfonyl)-7-(o-tolyl)pyrrolo[3,2-e]indazol-6(3H)-yl)methyl)phenethyl)(3-fluoropropyl)carbamate